NC1=C(C=CC(=N1)N1C2CN(C(C1)CC2)C(=O)OC(C)(C)C)[N+](=O)[O-] tert-butyl 5-(6-amino-5-nitro-2-pyridyl)-2,5-diazabicyclo[2.2.2]octane-2-carboxylate